3-((1R,2R,3S,4R)-5-(difluoromethylene)-3-(((1-methylcyclobutyl)methyl)aminocarbonyl)bicyclo[2.2.1]hept-2-yl)-6,6'-difluoro-4-methoxy-[1,1'-biphenyl]-3,3'-dicarboxamide FC(=C1[C@H]2[C@@H]([C@@H]([C@@H](C1)C2)C2(CC(=C(C=C2OC)F)C2=CC(=CC=C2F)C(=O)N)C(=O)N)C(=O)NCC2(CCC2)C)F